5-amino-8-(2,6-dimethyl-4-pyridyl)-2-[(1-methylpyrrolidin-2-yl)methyl]-7-phenyl-[1,2,4]triazolo[4,3-c]pyrimidin-3-one NC1=NC(=C(C=2N1C(N(N2)CC2N(CCC2)C)=O)C2=CC(=NC(=C2)C)C)C2=CC=CC=C2